5-(3-chlorophenyl)-N-cyclohexyl-1H-pyrrolo[2,3-b]pyridin-4-amine ClC=1C=C(C=CC1)C1=C(C2=C(N=C1)NC=C2)NC2CCCCC2